6'-bromo-2,2-difluoro-2',3'-dihydro-1'H-spiro[cyclopropane-1,4'-isoquinolin]-1'-one BrC=1C=C2C3(CNC(C2=CC1)=O)C(C3)(F)F